4-Amino-1-(naphthalen-1-yl)-2-oxo-7-(trifluoromethyl)-1,2-dihydroquinoline-3-carboxylic acid methyl ester COC(=O)C=1C(N(C2=CC(=CC=C2C1N)C(F)(F)F)C1=CC=CC2=CC=CC=C12)=O